1-[5-tert-butyl-2-p-tolyl-2H-pyrazol-3-yl]-3-[4-(2-(tetrahydropyran-4-yl)ethoxy)naphthalen-1-yl]-urea C(C)(C)(C)C=1C=C(N(N1)C1=CC=C(C=C1)C)NC(=O)NC1=CC=C(C2=CC=CC=C12)OCCC1CCOCC1